Cl.N[C@H](CNC(=O)C=1NC2=CC=CC(=C2C1C)C1=CC=C(C=C1)F)COCCN (R)-N-(2-amino-3-(2-aminoethoxy)propyl)-4-(4-fluorophenyl)-3-methyl-1H-indole-2-carboxamide hydrogen chloride salt